6-(((R)-4,4-difluoro-3-methylpiperidin-1-yl)methyl)-2-(3-(trans-3-methoxy-1-(4-methyl-4H-1,2,4-triazol-3-yl)cyclobutyl)phenyl)-4-(trifluoromethyl)isoindolin-1-one FC1([C@@H](CN(CC1)CC1=CC(=C2CN(C(C2=C1)=O)C1=CC(=CC=C1)C1(CC(C1)OC)C1=NN=CN1C)C(F)(F)F)C)F